N1(CCCCC1)C1=C(C=NC=C1C(=O)O)Cl (4-piperidin-1-yl)-5-chloronicotinic acid